CC1(CCS(CC1)(=O)=O)NC(=O)C=1N=C2N(C=C(C=C2C(F)(F)F)OC2=NC=CC=C2OCC(F)(F)F)C1 N-(4-methyl-1,1-dioxo-thian-4-yl)-6-[[3-(2,2,2-trifluoroethoxy)-2-pyridyl]oxy]-8-(trifluoromethyl)imidazo[1,2-a]pyridine-2-carboxamide